C(C(C)(C)C)(=O)OC1=CC2=C(C(=C(CCC2)C2=C(C=C(C=C2)Cl)Cl)C2=CC(=CC=C2)O[C@H]2CN(CC2)CCCF)C=C1 (R)-8-(2,4-Dichlorophenyl)-9-(3-((1-(3-fluoropropyl)pyrrolidin-3-yl)oxy)phenyl)-6,7-dihydro-5H-benzo[7]annulen-3-yl pivalate